citrulline gluconate O=C([C@H](O)[C@@H](O)[C@H](O)[C@H](O)CO)O.N[C@@H](CCCNC(=O)N)C(=O)O